C1CC12CN(C2)C2=CC=1C(N=C2)=NN(C1)C=1C=C(C=CC1F)N1CCC1 N-[3-(5-{5-azaspiro[2.3]hexan-5-yl}-2H-pyrazolo[3,4-b]pyridin-2-yl)-4-fluorophenyl]azetidine